2-nitro-4-(trifluoromethyl)phenol [N+](=O)([O-])C1=C(C=CC(=C1)C(F)(F)F)O